4-[4-(1,3-benzooxazol-2-yl)-4-methylpiperidin-1-yl]-1-methyl-2-oxo-1,2-dihydroquinoline-3-carbonitrile O1C(=NC2=C1C=CC=C2)C2(CCN(CC2)C2=C(C(N(C1=CC=CC=C21)C)=O)C#N)C